C(C)OC1=CC(=CC=2NC(C=3CCCNC3C21)=O)CN2CCOCC2 10-ethoxy-8-(morpholin-4-ylmethyl)-2,3,4,6-tetrahydro-1H-benzo[h][1,6]naphthyridin-5-one